4-nitrophenyl (5-chloro-2-fluorophenyl)carbamate ClC=1C=CC(=C(C1)NC(OC1=CC=C(C=C1)[N+](=O)[O-])=O)F